6-azido-L-lysine N(=[N+]=[N-])C(CCC[C@H](N)C(=O)O)N